C(C)C=1C=C(N)C=C(C1)B1OC(C(O1)(C)C)(C)C 3-ethyl-5-(4,4,5,5-tetramethyl-1,3,2-dioxaborolan-2-yl)aniline